FC=1C=C(OC=2N=CC(=NC2)NC(=O)[C@@H](C)N2CC(N(CC2)C(=O)C2=CC(=[N+](C=C2)[O-])CO)(C)C)C=CC1F 4-{4-[(1R)-1-{[5-(3,4-difluorophenoxy)pyrazin-2-yl] carbamoyl} ethyl]-2,2-dimethylpiperazine-1-carbonyl}-2-(hydroxymethyl)pyridin-1-ium-1-olate